S1C2=C(C=C1C(=O)C=1COC3=CC=CC=C3C1O)C=CC=C2 3-(benzo[b]thiophene-2-carbonyl)-4-hydroxy-2H-chromen